[Cl-].Cl.ClC=1C=CC(=C(C1)C1=CC(=C(N=N1)C)NC1=CC(=NC=C1)NC(=O)CCN1CC[N+](CC1)(C)C)F 4-{2-[(4-{[6-(5-chloro-2-fluorophenyl)-3-methylpyridazin-4-yl]amino}pyridin-2-yl)carbamoyl]ethyl}-1,1-dimethylpiperazin-1-ium hydrochloride chloride